3-(1-aminoethyl)-5-methylbenzonitrile NC(C)C=1C=C(C#N)C=C(C1)C